FC1(C(=O)OCCCC1)F α,α-difluoro-ε-caprolactone